C(CC=C)C1N(CCC1)C(=O)OCC1=CC=CC=C1 benzyl 2-(but-3-en-1-yl)pyrrolidine-1-carboxylate